F[C@H]1CN(CC[C@H]1NC1=CC=CC=2N1N=C(C2\C=C\C(F)(F)F)C#CCNC2=C(C=C(C=C2)S(=O)(=O)C)OC)C N-((3S,4R)-3-fluoro-1-methylpiperidin-4-yl)-2-(3-((2-methoxy-4-(methylsulfonyl)phenyl)amino)prop-1-yn-1-yl)-3-((E)-3,3,3-trifluoroprop-1-en-1-yl)pyrazolo[1,5-a]pyridin-7-amine